3-[[4-hydroxy-1-[(3R,4R)-3-phenyl-1-(p-tolylmethyl)piperidine-4-carbonyl]-4-piperidinyl]methyl]-6-(3-thienyl)-7H-pyrrolo[2,3-d]pyrimidin-4-one OC1(CCN(CC1)C(=O)[C@H]1[C@@H](CN(CC1)CC1=CC=C(C=C1)C)C1=CC=CC=C1)CN1C=NC2=C(C1=O)C=C(N2)C2=CSC=C2